(S)-1-((5,6-dimethyl-6H-pyrido[4,3-b]carbazol-9-yl)oxy)-N-(2-methoxyethyl)propan-2-amine CC1=C2C(=CC=3C=4C=C(C=CC4N(C13)C)OC[C@H](C)NCCOC)C=NC=C2